2-(2-(((3R,4R)-3-fluoro-1-((1-methyl-1H-pyrazol-4-yl)sulfonyl)piperidin-4-yl)amino)-5-(trifluoro-methyl)pyrimidin-4-yl)-6,6-dimethyl-5,6-dihydro-4H-thieno[2,3-c]pyrrol-4-one F[C@@H]1CN(CC[C@H]1NC1=NC=C(C(=N1)C1=CC2=C(C(NC2=O)(C)C)S1)C(F)(F)F)S(=O)(=O)C=1C=NN(C1)C